FC=1C=CC2=C(N=C(O2)[C@H]2N(CCC3=C2N=CN3)C(=O)C3=C(N=CO3)C(F)(F)F)C1 (S)-(4-(5-fluorobenzo[d]oxazol-2-yl)-6,7-dihydro-1H-imidazo[4,5-c]pyridin-5(4H)-yl)(4-(trifluoromethyl)oxazol-5-yl)methanone